CC1(CC(CC(C1)(C)CN=C=O)N=C=O)C The molecule is a diisocyanate in which the two isocyanate groups are linked by an isophorone substituent. It derives from an isophorone.